FC1=NC=CC(=C1)C=1C=NC=CC1 2'-fluoro-3,4'-bipyridine